NC=1C=C(C=CC1Cl)C1=CC(=CC=C1)CC(=O)N (3'-amino-4'-chloro-[1,1'-biphenyl]-3-yl)acetamide